O=C1N(CC2=C(C=CC=C12)SCCCCCCN1CCCCC1)C1C(NC(CC1)=O)=O 3-(1-oxo-4-((6-(piperidin-1-yl)hexyl)thio)isoindolin-2-yl)piperidine-2,6-dione